C=1N=C(N2C1C=CC=C2)CCCS(=O)(=O)O.C2(=CC=CC=C2)C=2N=CC(=NC2C2=CC=CC=C2)N(C(C)C)CCCCOCC(=O)NS(=O)(=O)C 2-[4-[N-(5,6-diphenyl-pyrazin-2-yl)-N-isopropylamino]butoxy]-N-(methylsulfonyl)acetamide 2-(imidazo(1,5-a)pyridin-3-yl)ethyl-methanesulfonate